8-bromo-2-(methanesulfinyl)-N-[(5-methoxy-1H-benzimidazol-2-yl)methyl]pyrazolo[1,5-a][1,3,5]triazin-4-amine BrC=1C=NN2C1N=C(N=C2NCC2=NC1=C(N2)C=CC(=C1)OC)S(=O)C